C(C)OC(=C)C=1N2C(SC1C(=O)O)=C(C(=N2)C)C2=C(C(=CC(=C2)F)F)F 3-(1-ethoxyethenyl)-6-methyl-7-(2,3,5-trifluorophenyl)pyrazolo[3,2-b][1,3]thiazole-2-carboxylic acid